2,7-bis(benzyloxy)-3,6-dibromonaphthalene C(C1=CC=CC=C1)OC1=CC2=CC(=C(C=C2C=C1Br)Br)OCC1=CC=CC=C1